1-(5-chloropyridin-2-yl)-1H-1,2,3-triazole-4-carboxylic acid ClC=1C=CC(=NC1)N1N=NC(=C1)C(=O)O